FC1=CC=C(C=C1)C1CC(C(C1)N1CCCCC1)N1N=CC=C1 1-[4-(4-fluorophenyl)-2-pyrazol-1-yl-cyclopentyl]piperidin